3-((4-(4-aminophenyl)piperazin-1-yl)methyl)-6,7-dimethoxyisochroman-4-one NC1=CC=C(C=C1)N1CCN(CC1)CC1OCC2=CC(=C(C=C2C1=O)OC)OC